BrC=1C(=C(C=C(C1)C)N(S(=O)(=O)CCC)S(=O)(=O)CCC)F N-(3-bromo-2-fluoro-5-methylphenyl)-N-(propylsulfonyl)propane-1-sulfonamide